N=1C=CN2C1N=CC(=C2)C=2C=CN1N=C(N=C(C12)OC)NC1CC2(CC2)C1 5-(Imidazo[1,2-a]pyrimidin-6-yl)-4-methoxy-N-(spiro[2.3]hexan-5-yl)pyrrolo[2,1-f][1,2,4]triazin-2-amine